(1s,6r)-6-(tert-butoxycarbonyl)cyclohex-3-ene-1-carboxylic acid C(C)(C)(C)OC(=O)[C@@H]1CC=CC[C@@H]1C(=O)O